pyrimidin-4,6-diamine N1=CN=C(C=C1N)N